6-[4-[acetyl(cyclopropylmethyl)amino]-3-chloro-phenyl]-N-(1H-benzimidazol-5-yl)pyridine-3-carboxamide C(C)(=O)N(C1=C(C=C(C=C1)C1=CC=C(C=N1)C(=O)NC1=CC2=C(NC=N2)C=C1)Cl)CC1CC1